(3aS,4R,6aR)-4-(4-boronobutyl)-1-((1-(pentanoyloxy)ethoxy)carbonyl)octahydropyrrolo[3,4-b]pyrrole-4-carboxylic acid B(O)(O)CCCC[C@]1(NC[C@@H]2N(CC[C@@H]21)C(=O)OC(C)OC(CCCC)=O)C(=O)O